O=C1NC(CCC1N1C(C2=CC=CC(=C2C1)NCCCCCCC(=O)O)=O)=O 7-((2-(2,6-dioxopiperidin-3-yl)-1-oxoisoindol-4-yl)amino)heptanoic acid